Cl(=O)(=O)(=O)O.N1N=CC=C1 pyrazole perchlorate